N1=C(C=NC=C1)N1OC(=NC1C1(CC1)C1=CC=C(C=C1)SC(F)(F)F)CC(C(=O)N)=C 2-N-(pyrazin-2-yl)-2-((3-(1-(4-((trifluoromethyl)thio)phenyl)cyclopropyl)-1,2,4-oxadiazol-5-yl)methyl)acrylamide